[2-(2-aminoethyl)phenyl]-chloro-palladium NCCC1=C(C=CC=C1)[Pd]Cl